C(C)(C)(C)OC(=O)N1C(CC(CC1)OC1=CC=CC=C1)(C)C 2,2-dimethyl-4-phenoxypiperidine-1-carboxylic acid tert-butyl ester